Racemic-1-(4-(difluoromethyl)phenyl)ethyl 4-(6-(1-methyl-1H-pyrazol-4-yl)pyrazolo[1,5-a]pyridin-3-yl)piperazine-1-carboxylate CN1N=CC(=C1)C=1C=CC=2N(C1)N=CC2N2CCN(CC2)C(=O)O[C@H](C)C2=CC=C(C=C2)C(F)F |r|